C[Al](C)C methyl-dimethyl-aluminum